ClC=1C=C(C=CC1)C(CO)NC(=O)C1=CN(C=C1)C1=CC(=NC=C1)NC1=CC=CC=C1 N-(1-(3-chlorophenyl)-2-hydroxyethyl)-1-(2-(phenylamino)pyridin-4-yl)-1H-pyrrole-3-amide